CC12CN(CC(CC1)(N2)C)C2=NC(=NC1=C(C(=C(C=C21)F)C2=CC(=CC1=CC=CC=C21)O)F)OCC2(CC2)CN(C)C 4-(4-(1,5-dimethyl-3,8-diazabicyclo[3.2.1]octan-3-yl)-2-((1-((dimethyl-amino)methyl)cyclopropyl)methoxy)-6,8-difluoroquinazolin-7-yl)naphthalen-2-ol